6-(1,4-Dimethyl-1H-1,2,3-triazol-5-yl)-1-methyl-3-((methylsulfonyl)methyl)-4-(phenyl-(tetrahydro-2H-pyran-4-yl)methyl)-1,4-dihydropyrazolo[3',4':4,5]pyrrolo[3,2-b]pyridine CN1N=NC(=C1C=1C=C2C(=NC1)C1=C(N2C(C2CCOCC2)C2=CC=CC=C2)C(=NN1C)CS(=O)(=O)C)C